5-(5-fluoro-1H-benzimidazol-2-yl)-1-methyl-pyrazol-3-amine FC1=CC2=C(NC(=N2)C2=CC(=NN2C)N)C=C1